N-(2-(Pyridin-2-yl)ethyl)-5-(thiophen-2-yl)-1,3,4-oxadiazol-2-amine N1=C(C=CC=C1)CCNC=1OC(=NN1)C=1SC=CC1